7-Cyclopropyl-6-oxo-5,6,7,8-tetrahydro-1,5-naphthyridine-3-carboxylic acid ethyl ester C(C)OC(=O)C=1C=NC=2CC(C(NC2C1)=O)C1CC1